FC(N1N=CC(=C1)C=1C=NC=2CCN(CC2C1)C=1C(=CC=2N(N1)C(C=C(N2)C)=O)C)F 7-(3-(1-(difluoromethyl)-1H-pyrazol-4-yl)-7,8-dihydro-1,6-naphthyridin-6(5H)-yl)-2,8-dimethyl-4H-pyrimido[1,2-b]pyridazin-4-one